O[C@H](COC=1C=C(C=CC1)S(=O)(=O)NC)CNC1COC2(C1)CCN(CC2)S(=O)(=O)C2=CC(=CC=C2)C=2C(=NN(C2)C)C(F)(F)F 3-((2S)-2-hydroxy-3-(8-(3-(1-methyl-3-(trifluoromethyl)-1H-pyrazol-4-yl)phenylsulfonyl)-1-oxa-8-azaspiro[4.5]dec-3-ylamino)propoxy)-N-methylbenzenesulfonamide